bisepoxyethylene glycol diglycidyl ether C(C1CO1)OC12C(O1)(O2)OCC2CO2